N'-(2-ethyl-4-hydroxy-phenyl)-6-(6-methoxy-3-pyridyl)-4-[(1-prop-2-enoyl-4-piperidyl)-amino]pyrrolo[1,2-b]pyridazine-3-carboxamidine C(C)C1=C(C=CC(=C1)O)N=C(N)C1=C(C=2N(N=C1)C=C(C2)C=2C=NC(=CC2)OC)NC2CCN(CC2)C(C=C)=O